C(C1=CC=CC=C1)OC=1C=CC2=C(C(=C(O2)C)C(=O)NCCOC)C1 5-(benzyloxy)-N-(2-methoxyethyl)-2-methylbenzofuran-3-carboxamide